[Si](C)(C)(C(C)(C)C)OCCOC1=C(C=NC(=C1)Cl)C1=CC2=C(N=CN=C2NC([O-])=O)N1COCC[Si](C)(C)C N-[6-(4-{2-[(tert-butyldimethylsilyl)oxy]ethoxy}-6-chloropyridin-3-yl)-7-{[2-(trimethylsilyl)ethoxy]methyl}-7H-pyrrolo[2,3-d]pyrimidin-4-yl]carbamate